O[C@@H]1C[C@@H](O[C@H]1CO)N1C2=NC=NC(=C2N=C1)NC(C1=CC=CC=C1)=O N-(9-((2R,4R,5S)-4-hydroxy-5-(hydroxymethyl)tetrahydrofuran-2-yl)-9H-purin-6-yl)benzamide